BrC1=CC2=C(N=CN=C2N[C@H](C)C2=CC(=CC=C2)C(F)(F)F)N=C1 6-bromo-N-{(1R)-1-[3-(trifluoromethyl)phenyl]ethyl}pyrido[2,3-d]pyrimidin-4-amine